tert-butyl 1-(3-cyanophenyl)-5-(furan-2-yl)-1H-pyrazole-3-carboxylate C(#N)C=1C=C(C=CC1)N1N=C(C=C1C=1OC=CC1)C(=O)OC(C)(C)C